2,2-bis(2,6-dichloro-3,5-dimethyl-4-hydroxyphenyl)propane ClC1=C(C(=C(C(=C1C)O)C)Cl)C(C)(C)C1=C(C(=C(C(=C1Cl)C)O)C)Cl